2-(4-(2-((3-(Bis((Z)-2-hydroxyoctadec-9-en-1-yl)amino)butyl)disulfaneyl)ethyl)piperazin-1-yl)ethyl 4-(bis(2-hydroxydodecyl)amino)butanoate OC(CN(CCCC(=O)OCCN1CCN(CC1)CCSSCCC(C)N(CC(CCCCCC\C=C/CCCCCCCC)O)CC(CCCCCC\C=C/CCCCCCCC)O)CC(CCCCCCCCCC)O)CCCCCCCCCC